ClC1=CC(=C2C(=N1)N(C=N2)C(C)C)Cl 5,7-dichloro-3-isopropyl-3H-imidazo[4,5-b]pyridine